C(#N)C=1C=C(C=CC1C#N)NC(N(CC1=NNC(=C1)C(F)(F)F)C=1C=NC(=NC1)OC)=O 3-(3,4-dicyanophenyl)-1-(2-methoxypyrimidin-5-yl)-1-((5-(trifluoromethyl)-1H-pyrazol-3-yl)methyl)urea